CC1=C(C(=CC(=C1)C)C)OC(C(=C)COCCP(=O)(O)O)=O 2-[4-(dihydroxyphosphoryl)-2-oxa-butyl]-acrylic acid-2,4,6-trimethylphenyl ester